N-[(6-amino-2-pyridyl)sulfonyl]-6-(3-fluoro-5-isobutoxy-phenyl)-2-(2,4,6-trimethylphenoxy)pyridine-3-carboxamide NC1=CC=CC(=N1)S(=O)(=O)NC(=O)C=1C(=NC(=CC1)C1=CC(=CC(=C1)OCC(C)C)F)OC1=C(C=C(C=C1C)C)C